C1(CCCCC1)(C1=C(N(C2=CC=C(C=C2)C)C2=CC=C(C=C2)C)C=CC=C1)C1=C(N(C2=CC=C(C=C2)C)C2=CC=C(C=C2)C)C=CC=C1 cyclohexylidenebis[N,N-bis(p-tolyl)aniline]